FC=1C=C2C(=CN(C2=CC1)C(=O)C1=C(C(=O)O)C=CC=C1)NC(=O)NC1=CC=C(C=C1)C(F)(F)F 2-(5-Fluoro-3-(3-(4-(trifluoromethyl)phenyl)ureido)-1H-indole-1-carbonyl)benzoic acid